C(#N)[C@H](C[C@@H]1C(NCCC1)=O)NC(=O)[C@@H]1N([C@H]2CC([C@@H]1CC2)(F)F)C([C@H](C2=CC=CC=C2)O)=O (1R,3R,4R)-N-((S)-1-cyano-2-((R)-2-oxopiperidin-3-yl)ethyl)-5,5-difluoro-2-((S)-2-hydroxy-2-phenylacetyl)-2-azabicyclo[2.2.2]octane-3-carboxamide